ClC=1C=C(CO[C@@H]2C[C@H](C2)C(=O)O)C=CC1F trans-3-[(3-chloro-4-fluorobenzyl)oxy]cyclobutane-1-carboxylic acid